7-Cyclopropyl-1-methyl-2,3-dioxo-4-(1-(4-(trifluoromethoxy)benzyl)piperidin-4-yl)-1,2,3,4-tetrahydropyrido[2,3-b]pyrazine-6-carbonitrile C1(CC1)C1=CC2=C(N(C(C(N2C)=O)=O)C2CCN(CC2)CC2=CC=C(C=C2)OC(F)(F)F)N=C1C#N